C(#N)CC=1C2=C(S(C1)(=O)=O)C(=CC=C2)N[C@H]2[C@@H](CN(CC2)C)F 3-(cyanomethyl)-7-(((3R,4R)-3-fluoro-1-methylpiperidin-4-yl)amino)-1,1-dioxidobenzo[b]thiophen